2-cyclopropyl-6-(5-formyl-1-methyl-1H-1,2,3-triazol-4-yl)pyridine C1(CC1)C1=NC(=CC=C1)C=1N=NN(C1C=O)C